(2-(1-(azetidin-3-yl)piperidin-4-yl)-6-methoxy-2H-indazol-5-yl)-6-(trifluoromethyl)pyridinecarboxamide trifluoroacetate FC(C(=O)O)(F)F.N1CC(C1)N1CCC(CC1)N1N=C2C=C(C(=CC2=C1)C=1C(=NC(=CC1)C(F)(F)F)C(=O)N)OC